C(C1=CC=CC=C1)OC(=O)N1CC2=CC=C(C=C2C1)CN1CCN(CC1)CCCCCNC(=O)OC(C)(C)C benzyl-5-((4-(5-((t-butoxycarbonyl)amino)pentyl)-piperazin-1-yl)methyl)isoindoline-2-carboxylate